4-(4-(3-amino-1H-indazol-5-yl)-1H-pyrrolo[2,3-b]pyridin-2-yl)-1-(4-(piperidin-1-ylmethyl)benzyl)pyridin-2(1H)-one NC1=NNC2=CC=C(C=C12)C1=C2C(=NC=C1)NC(=C2)C2=CC(N(C=C2)CC2=CC=C(C=C2)CN2CCCCC2)=O